BrC1=CC=C(C=C1)\C=C\1/N=C(OC1=O)C1=CC=CC=C1 (4Z)-4-[(4-bromophenyl)methylidene]-2-phenyl-4,5-dihydro-1,3-oxazol-5-one